The molecule is a polyphenol that is 9,10-anthraquinone substituted at positions 1, 3, 6 and 8 by hydroxy groups and at position 2 by a 1,4-dihydroxybutan-2-yl group. It has a role as an Aspergillus metabolite. It is a polyphenol and a tetrahydroxyanthraquinone. C1=C(C=C(C2=C1C(=O)C3=CC(=C(C(=C3C2=O)O)C(CCO)CO)O)O)O